[SnH3][Si](OC)(OC)OC stannyl-trimethoxysilane